C(C)OCC(COC(C)COC(C)COC(C)COC(C)COC(C)COC(C)COC(C)COC(C)CO)O ethoxynonapropylene glycol